CC1=C(C=C(O1)C(=O)NC1=NC(=NS1)CN1CCCCC1)C1=CC(=CC=C1)C#N 5-Methyl-N-(3-(piperidin-1-ylmethyl)-1,2,4-thiadiazol-5-yl)-4-(3-cyanophenyl)furan-2-Formamide